methylchloride CCl